methyl 6-(cyclopropylcarbonyl)-2-phenoxy-pyridine-3-carboxylate C1(CC1)C(=O)C1=CC=C(C(=N1)OC1=CC=CC=C1)C(=O)OC